N(=[N+]=[N-])CCOCCOCCOCCOCCOC1=C2C=CC=C(C2=CC=C1)C=1C=C(C=CC1)[C@H](CC(=O)O)NC(CNC(CCCNC1=NC=CC(=C1)C)=O)=O (S)-3-(3-(5-((14-azido-3,6,9,12-tetraoxatetradecyl)oxy)naphthalen-1-yl)phenyl)-3-(2-(4-((4-methylpyridin-2-yl)amino)butanamido)acetamido)propanoic acid